(5-tert-butyl-2-methyl-pyrazol-3-yl)boronic acid C(C)(C)(C)C=1C=C(N(N1)C)B(O)O